C(C)C(C(=O)[O-])CCCC.C(C)C(C(=O)[O-])CCCC.C(C)C(C(=O)[O-])CCCC.[Bi+3] bismuth tris(2-ethylhexanate)